tert-butyl {[6-bromo-4-fluoro-1-(propan-2-yl)-1H-benzimidazol-2-yl]methyl}methylcarbamate BrC=1C=C(C2=C(N(C(=N2)CN(C(OC(C)(C)C)=O)C)C(C)C)C1)F